N-[5-(3,4-difluorophenyl)-2-methyl-[1,2,4]triazolo[1,5-c]pyrimidin-7-yl]acetamide FC=1C=C(C=CC1F)C1=NC(=CC=2N1N=C(N2)C)NC(C)=O